2-methoxy-5-((4-methoxypiperidin-4-yl)ethynyl)pyridine hydrochloride Cl.COC1=NC=C(C=C1)C#CC1(CCNCC1)OC